n-tetradecylmethyl-diethoxysilane C(CCCCCCCCCCCCC)[Si](OCC)(OCC)C